Tert-butyl ((S)-2-((5-((R)-1-(5,5-difluoro-2-oxotetrahydropyrimidin-1(2H)-yl)-2-((S)-3-methylmorpholino)ethyl)thiazol-2-yl)amino)-1-((1r,4S)-4-methylcyclohexyl)-2-oxoethyl)carbamate FC1(CNC(N(C1)[C@H](CN1[C@H](COCC1)C)C1=CN=C(S1)NC([C@H](C1CCC(CC1)C)NC(OC(C)(C)C)=O)=O)=O)F